5-amino-3-[4-[[(5-fluoro-2-methoxy-benzoyl)amino]methyl]phenyl]-1-tetrahydropyran-3-yl-pyrazole-4-carboxamide NC1=C(C(=NN1C1COCCC1)C1=CC=C(C=C1)CNC(C1=C(C=CC(=C1)F)OC)=O)C(=O)N